8-chloro-5,10-dihydro-11H-dibenzo[b,e][1,4]-diazepin-11-one ClC=1C=CC2=C(NC(C3=C(N2)C=CC=C3)=O)C1